4-((1-(4-amino-5-methoxy-2-methylphenyl)piperidin-4-yl)methyl)piperazine NC1=CC(=C(C=C1OC)N1CCC(CC1)CN1CCNCC1)C